S1C(=NC2=C1C=CC=C2)C=2SC=1C(N2)=C(C=CC1)C=1SC2=C(N1)C=CC=C2 terbenzothiazole